(S)-7-(2-cyclopropyl-benzyl)-5-(4'-difluoromethyl-2'-methoxy-3,4,5,6-tetrahydro-2H-[1,3']bipyridinyl-4-yl)-4-methyl-2,4,5,7-tetrahydro-pyrazolo[3,4-d]pyrimidin-6-one C1(CC1)C1=C(CN2C(N([C@H](C=3C2=NNC3)C)C3CCN(CC3)C=3C(=NC=CC3C(F)F)OC)=O)C=CC=C1